((5-(4-propoxyphenyl)thiophen-2-yl)methyl)furan-2-carboxamide C(CC)OC1=CC=C(C=C1)C1=CC=C(S1)CC1=C(OC=C1)C(=O)N